(3R,4R)-3-amino-1-(2-((2-(2,4-difluoro-6-methoxyphenyl)pyrimidin-4-yl)amino)-5-(1-(difluoromethyl)-1H-pyrazol-4-yl)pyridin-4-yl)piperidin-4-ol N[C@@H]1CN(CC[C@H]1O)C1=CC(=NC=C1C=1C=NN(C1)C(F)F)NC1=NC(=NC=C1)C1=C(C=C(C=C1OC)F)F